OC1=C(C=CC=C1)C1=C(N2N(C=3C=CC(=CC3C23C(=NN(C3=O)C3=CC=C(C=C3)OC)C)OC)C1=O)C 2'-(2-Hydroxyphenyl)-7'-methoxy-1-(4-methoxyphenyl)-1',3-dimethyl-3'H-spiro[pyrazole-4,9'-pyrazolo[1,2-a]indazole]-3',5(1H)-dione